(S)-5-(5-(3,5-dimethylisoxazol-4-yl)-1-((R)-1-(methylsulfonyl)pyrrolidin-3-yl)-1H-benzo[d]imidazol-2-yl)-1-(4-(trifluoromethoxy)phenyl)pyrrolidin-2-one CC1=NOC(=C1C1=CC2=C(N(C(=N2)[C@@H]2CCC(N2C2=CC=C(C=C2)OC(F)(F)F)=O)[C@H]2CN(CC2)S(=O)(=O)C)C=C1)C